COC(=O)C1C2CCC(C1NC1=NC(=NC(=C1)C#CC1=CC=CC=C1)Cl)CC2.NC=2C=NN(C2C=2C=CC=NC2)C(F)F 5-(4-amino-1-(difluoromethyl)-1H-pyrazol-5-yl)pyridin (+/-)-trans-methyl-3-((2-chloro-6-(phenylethynyl)pyrimidin-4-yl)amino)bicyclo[2.2.2]octane-2-carboxylate